2-(2H-benzotriazole-2-yl)-4,6-di-t-pentylphenol N=1N(N=C2C1C=CC=C2)C2=C(C(=CC(=C2)C(C)(C)CC)C(C)(C)CC)O